NC1=CC(=CC(=N1)N1C2CN(CC1CC2)C(=O)C2=C(C=C(C=C2)F)Cl)S(=O)(=O)CC(C)(C)C [8-[6-amino-4-(2,2-dimethylpropylsulfonyl)-2-pyridyl]-3,8-diazabicyclo[3.2.1]octan-3-yl]-(2-chloro-4-fluoro-phenyl)methanone